(1S,4R)-5-(6-chloro-2-methoxypyrimidin-4-yl)-4-(hydroxymethyl)-2-methyl-2,5-diazabicyclo[2.2.1]heptan-3-one ClC1=CC(=NC(=N1)OC)N1[C@@]2(C(N([C@H](C1)C2)C)=O)CO